C(C1=CC=CC=C1)OC1=NC(=CC=C1N1C(C2=CC(=C(C=C2C1)C(=O)O)F)=O)OCC1=CC=CC=C1 2-(2,6-bis(benzyloxy)pyridin-3-yl)-6-fluoro-1-oxoisoindoline-5-carboxylic acid